(S)-6-methoxy-N-(piperidin-2-yl)-2-(pyrrolidin-1-yl)-7-(3-(pyrrolidin-1-yl)prop-1-yn-1-yl)quinazolin-4-amine COC=1C=C2C(=NC(=NC2=CC1C#CCN1CCCC1)N1CCCC1)N[C@@H]1NCCCC1